C1(=CC=CC=C1)NN(O)C1=NNC=C1 phenylpyrazolyl-hydrazinol